3,7-dihydroxynaphthoic acid OC=1C=C(C2=CC(=CC=C2C1)O)C(=O)O